2-acetyl-10-(5-chloro-3-fluoropyridin-2-yl)-7-(4-methylbenzyl)-2,7,10-triazadispiro[3.1.56.14]dodecane-8,11-dione C(C)(=O)N1CC2(C1)CC1(N(C(CN(C1=O)C1=NC=C(C=C1F)Cl)=O)CC1=CC=C(C=C1)C)C2